(1s,4s)-4-(2-(3-(methylsulfonyl)cyclobutylamino)-8-(2,4,6-trichlorophenylamino)-9H-purin-9-yl)cyclohexanecarboxamide CS(=O)(=O)C1CC(C1)NC1=NC=C2N=C(N(C2=N1)C1CCC(CC1)C(=O)N)NC1=C(C=C(C=C1Cl)Cl)Cl